2-fluoro-4-((3,5-dicyclohexylphenyl)(methyl)amino)-benzoic acid FC1=C(C(=O)O)C=CC(=C1)N(C)C1=CC(=CC(=C1)C1CCCCC1)C1CCCCC1